1-[2-[2-[tert-butyl-(dimethyl)silyl]oxyethyl]-4-iodo-5-isopropoxy-pyrazol-3-yl]-N-methyl-methylamine C(C)(C)(C)[Si](OCCN1N=C(C(=C1CNC)I)OC(C)C)(C)C